FC=1C=C(CN2CCC(CC2)CN2N=C(C=CC2=O)C2=C(N=C(S2)C)C)C=C(C1)F 2-((1-(3,5-difluorobenzyl)piperidin-4-yl)methyl)-6-(2,4-dimethylthiazol-5-yl)pyridazin-3(2H)-one